7-[(1s,3s)-3-({[tert-butyl(dimethyl)silyl]oxy}methyl)-3-methylcyclobutyl]-3-chloro-7H-pyrrolo[2,3-c]pyridazine [Si](C)(C)(C(C)(C)C)OCC1(CC(C1)N1C=CC2=C1N=NC(=C2)Cl)C